mercuric telluride [Hg]=[Te]